C(=O)(O)[C@H](C)OC(=O)[C@H](C)OC(=O)[C@H](C)OC(=O)[C@H](C)OC(CCCCCCCCCCCCCCCCC)=O octadecanoic acid (S)-1-{(S)-1-[(S)-1-((S)-1-carboxy-ethoxycarbonyl)-ethoxy carbonyl]-ethoxycarbonyl}-ethyl ester